C(C)OC(CN1C(C2=CC=CC=C2C1C(CC)=O)=O)OCC 2-(2,2-diethoxyethyl)-3-propionylisoindoline-1-one